FC=1N=C(SC1CN1C[C@@]2(C[C@@H]1C)OCC1=C2C=NC=C1)NC(C)=O N-(4-Fluoro-5-(((3S,5'S)-5'-methyl-1H-spiro[furo[3,4-c]pyridine-3,3'-pyrrolidin]-1'-yl)methyl)thiazol-2-yl)acetamide